2-chloro-4-methylpyridin ClC1=NC=CC(=C1)C